4-bromo-11,11-diMethyl-benzofluorene BrC1=CC=CC2=C1C=CC=1C=3C=CC=CC3C(C21)(C)C